5-[[4-[5-(trifluoromethyl)-1,2,4-oxadiazol-3-yl]phenyl]methyl]-3-isoxazoleacetonitrile FC(C1=NC(=NO1)C1=CC=C(C=C1)CC1=CC(=NO1)CC#N)(F)F